(9,9-dimethyl-9H-fluoren-1-yl)boric acid CC1(C2=CC=CC=C2C=2C=CC=C(C12)OB(O)O)C